3-[5-fluoro-2-(hydroxymethyl)indol-1-yl]propan-1-ol p-toluenesulfonate ammonium salt [NH4+].CC1=CC=C(C=C1)S(=O)(=O)OCCCN1C(=CC2=CC(=CC=C12)F)CO